CN(C(CC1=CC=C(C=C1)N1CCN(CCC1)C(=O)OC(C)(C)C)=O)C tert-butyl 4-[4-[2-(dimethylamino)-2-oxoethyl]phenyl]-1,4-diazepane-1-carboxylate